dimethylcyclohexa-1,4-diene-1,2-dicarboxylate COC(=O)C1=C(CC=CC1)C(=O)OC